FC1CN(C1)C(=O)C1=NN2C(C(OCC2)C2=C(C=CC=C2)F)=N1 (3-fluoroazetidin-1-yl)-[8-(2-fluorophenyl)-6,8-dihydro-5H-[1,2,4]triazolo[5,1-c][1,4]oxazin-2-yl]methanone